4-{[3-benzyl-5-(2-(cyclobutanecarboxamido)benzo[d]thiazol-6-yl)-1H-pyrazol-1-yl]methyl}-N-hydroxybenzamide C(C1=CC=CC=C1)C1=NN(C(=C1)C1=CC2=C(N=C(S2)NC(=O)C2CCC2)C=C1)CC1=CC=C(C(=O)NO)C=C1